4-((3-(5-(4-acetylpiperazin-1-yl)pyrazin-2-yl)-2-methoxyphenyl)amino)-6-(cyclopropanecarboxamido)-N-(methyl-d3)pyridazine-3-carboxamide C(C)(=O)N1CCN(CC1)C=1N=CC(=NC1)C=1C(=C(C=CC1)NC1=C(N=NC(=C1)NC(=O)C1CC1)C(=O)NC([2H])([2H])[2H])OC